CC=1C=CC=2C[C@@H]3[C@@H]4CCCC[C@@]4(C2C1)CCN3 3-Methylmorphinan